8-bromo-5-chloro-4-(trifluoromethyl)chroman-4-ol BrC=1C=CC(=C2C(CCOC12)(O)C(F)(F)F)Cl